CC1=C(C=C(C=C1N)S(=O)(=O)O)N 4-methyl-3,5-diaminobenzenesulfonic acid